5-(BENZYLOXY)-2-METHYLPHENYLBORONIC ACID C(C1=CC=CC=C1)OC=1C=CC(=C(C1)B(O)O)C